FC(C(=O)N[C@@H](CC1=CC=C(C=C1)C)OB(O)O)C(NCC1=CC(=CC=C1)OC(F)(F)F)=O ((1R)-1-(2-fluoro-3-oxo-3-((3-(trifluoromethoxy)benzyl)amino)propionamido)-2-(p-tolyl)ethyl)boric acid